bicyclo[4.2.2]decane C12CCCCC(CC1)CC2